BrC1=C(C=CC=C1)C1OC(OCC1)(C)C 4-(2-bromophenyl)-2,2-dimethyl-1,3-dioxane